C(#N)CC(=O)C1=CC=C(C(=O)NCC2=CC=C(C=C2)C#N)C=C1 4-(2-cyanoacetyl)-N-(4-cyanobenzyl)benzamide